C(C)(=O)NC1=CC=CC=C1 Acetanilide